1,3-diisopropyl-1,3-propanediol bis(4-butylbenzoate) C(CCC)C1=CC=C(C(=O)OC(CC(OC(C2=CC=C(C=C2)CCCC)=O)C(C)C)C(C)C)C=C1